2-bromo-2,2-difluoro-N-(2',3',5',6,6'-pentafluoro-4-hydroxy-[1,1'-biphenyl]-3-yl)acetamide benzoxazolethioate O1C(=NC2=C1C=CC=C2)C(O)=S.BrC(C(=O)NC=2C=C(C(=CC2O)F)C2=C(C(=CC(=C2F)F)F)F)(F)F